CC1=C(C=C(C=C1)NC(C1=CC(=NC=C1)C(F)(F)F)=O)C=1C=NC(=C(C1)N1CCOCC1)C#CC1CN(C1)C N-(4-methyl-3-(6-((1-methylazetidin-3-yl)ethynyl)-5-morpholinopyridin-3-yl)phenyl)-2-(trifluoromethyl)isonicotinamide